2-(5-((5-chloro-4-(4-chlorophenyl)pyrimidin-2-yl)amino)pyridin-3-yl)-8-(piperidin-4-ylmethyl)-2,8-diazaspiro[4.5]decan-1-one ClC=1C(=NC(=NC1)NC=1C=C(C=NC1)N1C(C2(CC1)CCN(CC2)CC2CCNCC2)=O)C2=CC=C(C=C2)Cl